N,N-dimethyl-1-(1-(2-((4-morpholino-6-(3-(m-tolyl)-1H-pyrazol-1-yl)pyrimidin-2-yl)oxy)ethyl)-1H-imidazol-4-yl)methanamine CN(CC=1N=CN(C1)CCOC1=NC(=CC(=N1)N1CCOCC1)N1N=C(C=C1)C=1C=C(C=CC1)C)C